4-(2-(3,4-difluorobenzyl)-1-((1r,4r)-4-methoxycyclohexyl)-1H-benzo[d]imidazol-5-yl)-3,5-dimethylisoxazole FC=1C=C(CC2=NC3=C(N2C2CCC(CC2)OC)C=CC(=C3)C=3C(=NOC3C)C)C=CC1F